(E)-2-(4-(6-chloro-7-(2-fluorophenyl)quinazolin-4-yl)piperazine-1-carbonyl)-3-(4-methyl-oxazol-2-yl)acrylonitrile ClC=1C=C2C(=NC=NC2=CC1C1=C(C=CC=C1)F)N1CCN(CC1)C(=O)\C(\C#N)=C\C=1OC=C(N1)C